(E)-N-((4-(hydroxymethyl)-1-(4-(trifluoromethoxy)phenyl)-1H-pyrazolo[3,4-b]pyridin-3-yl)methyl)but-2-enamide OCC1=C2C(=NC=C1)N(N=C2CNC(\C=C\C)=O)C2=CC=C(C=C2)OC(F)(F)F